[Li].C(O)C(C)(CO)CO trimethylolethane lithium salt